NC1=C(C=C(C(=O)NC2=CC(=C(C=C2)F)C)C=C1)C(C(=O)N1CCC(CC1)O)(F)F 4-amino-3-(1,1-difluoro-2-(4-hydroxypiperidin-1-yl)-2-oxoethyl)-N-(4-fluoro-3-methylphenyl)benzamide